8-({4-[1-cyclopropyl-4-(trifluoromethyl)imidazol-2-yl]phenyl}methyl)-2-(4-cyclopropyl-6-methoxypyrimidin-5-yl)-6-(5-methyl-1,3,4-oxadiazol-2-yl)pyrido[2,3-d]pyrimidin-7-one C1(CC1)N1C(=NC(=C1)C(F)(F)F)C1=CC=C(C=C1)CN1C(C(=CC2=C1N=C(N=C2)C=2C(=NC=NC2OC)C2CC2)C=2OC(=NN2)C)=O